tert-butyl (((1S,3S)-3-((2-(2,6-dioxopiperidin-3-yl)-1-oxoisoindolin-4-yl)amino)cyclohexyl)methyl)carbamate O=C1NC(CCC1N1C(C2=CC=CC(=C2C1)N[C@@H]1C[C@H](CCC1)CNC(OC(C)(C)C)=O)=O)=O